FC(C1=CC=C(/C=C/C=2NC3=NC=NC(=C3N2)N)C=C1)(F)F (E)-8-(4-(trifluoromethyl)styryl)-9H-purin-6-amine